COC1=NC=C(C=N1)C=1C=C(C(=C(C1)O)[C@H]1[C@@H](C[C@@H](C(=C1)C)O)C(=C)C)O (1'R,2'R,4'S)-4-(2-methoxypyrimidin-5-yl)-5'-methyl-2'-(prop-1-en-2-yl)-1',2',3',4'-tetrahydro-[1,1'-biphenyl]-2,4',6-triol